(S)-1-((R)-8-(4'-((2-aminoethylamino)methyl)biphenyl-3-ylsulfonyl)-1-oxa-8-azaspiro[4.5]decan-3-ylamino)-3-(3-(1-(hydroxymethyl)cyclopropylsulfonyl)phenoxy)propan-2-ol NCCNCC1=CC=C(C=C1)C1=CC(=CC=C1)S(=O)(=O)N1CCC2(C[C@H](CO2)NC[C@@H](COC2=CC(=CC=C2)S(=O)(=O)C2(CC2)CO)O)CC1